[Pt].CC(C(=NO)C)=NO dimethylglyoxime platinum